FC(OCCC1=CC=CC2=CC=CC=C12)F 1-(2-(difluoromethoxy)ethyl)naphthalene